S(=O)(=O)([O-])S(=O)(=O)[O-].[Co+2] cobaltous dithionate